P(=O)(OC1=CC=CC=C1)(OCC(F)(F)F)OCC(F)(F)F Phenyl bis(trifluoroethyl) phosphate